C(CCCCCCCCCCCCCCC)OCN(C)CC(C)O hexadecyloxy(2-hydroxypropyl)dimethylamine